(Z)-4-decyl acetate C(C)(=O)OC(CCC)CCCCCC